7-Methylchromane-5,8-diol CC=1C=C(C=2CCCOC2C1O)O